C1OCC=2C(NC=CC21)=O 3,5-dihydrofuro[3,4-c]pyridin-4(1H)-one